CN(CCC1=CC2=C(N=C(S2)CNC(OC(C)(C)C)=O)C=C1)C tert-butyl ((6-(2-(dimethylamino)ethyl)benzo[d]thiazol-2-yl)methyl)carbamate